C(#N)C1=CC(=CC=2N=C(OC21)C=2C(=C(C=CC2)C2=C(C(=CC=C2)NC=2C1=C(N=C(N2)C)C=C(C=N1)CN1C[C@](CC1)(C)O)C)C)CN1CCCCC1 (R)-1-((7-Cyano-2-(3'-(7-((3-hydroxy-3-methylpyrrolidin-1-yl)methyl)-2-methylpyrido[3,2-d]pyrimidin-4-ylamino)-2,2'-dimethylbiphenyl-3-yl)benzo[d]oxazol-5-yl)methyl)piperidin